5-amino-3-chloro-1H-pyrrolo[2,3-b]pyridine-1-carboxylic acid tert-butyl ester C(C)(C)(C)OC(=O)N1C=C(C=2C1=NC=C(C2)N)Cl